2,6-dimethyl-N-phenylnicotinamide CC1=C(C(=O)NC2=CC=CC=C2)C=CC(=N1)C